C1(CC1)C1=CC=C(C(=O)N[C@@H](CCO[C@@H]2C[C@H](C2)CCC2=NC=3NCCCC3C=C2)C(=O)O)C=C1 N-(4-cyclopropylbenzoyl)-O-(trans-3-(2-(5,6,7,8-tetrahydro-1,8-naphthyridin-2-yl)ethyl)cyclobutyl)homoserine